C(CCC)NC(C1=CN=CC(=C1N1CC2(CCCN2)CC1)C1=CC(=CC(=C1)F)F)=O N-butyl-4-(1,7-diaza-7-spiro[4.4]nonyl)-5-(3,5-difluorophenyl)nicotinamide